C(C)(C)(C)C1=CC=C(OC2=CC=C(C#N)C=C2)C=C1 4-(4-(tert-butyl)phenoxy)benzonitrile